4-(1-((3-hydroxypropyl)amino)ethyl)isoquinolin-1(2H)-one hydrochloride Cl.OCCCNC(C)C1=CNC(C2=CC=CC=C12)=O